3-Chloro-5-(hydroxymethyl)-2-methoxy-benzenesulfonyl chloride ClC=1C(=C(C=C(C1)CO)S(=O)(=O)Cl)OC